9,9-dioctyloxy-(5E)-1,5-nonadien-3-yne C(CCCCCCC)OC(CC/C=C/C#CC=C)OCCCCCCCC